C(C)(=O)C=1N(C=CC1)S(=O)(=O)C(F)(F)F acetyl-N-trifluoromethanesulfonyl-pyrrole